4-(2-methyl-6,7-dihydropyrazolo[1,5-a]pyrimidin-4(5H)-yl)-4-oxo-N-(1-phenylpiperidin-4-yl)butanamide CC1=NN2C(N(CCC2)C(CCC(=O)NC2CCN(CC2)C2=CC=CC=C2)=O)=C1